acryloyloxytridecyl-triethoxysilane C(C=C)(=O)OCCCCCCCCCCCCC[Si](OCC)(OCC)OCC